4-((3-chloro-5-(trifluoromethyl)pyrazin-2-yl)amino)-3-methylpiperidine-1-carboxylic acid tert-butyl ester C(C)(C)(C)OC(=O)N1CC(C(CC1)NC1=NC=C(N=C1Cl)C(F)(F)F)C